COP(C1=CC=CC=C1)=O methoxyphenylphosphine oxide